2-benzyl-6-methoxy-2,3-dihydro-1H-benzo[des]isoquinoline C(C1=CC=CC=C1)N1CC2=CC(=C3CC2=C(C1)C=C3)OC